2-(6-(2-aminoethyl)pyridin-2-yl)-2-methylpropan-1-ol NCCC1=CC=CC(=N1)C(CO)(C)C